4-(7-Methoxy-1-phenyl-3,4-dihydro-1H-isoquinolin-2-yl)-4-oxo-N-[[3-(trifluoromethyl)phenyl]methyl]butyric acid amide COC1=CC=C2CCN(C(C2=C1)C1=CC=CC=C1)C(CCC(=O)NCC1=CC(=CC=C1)C(F)(F)F)=O